FC1=CC=C(C=C1)C1=NC(=NC(=C1/C=C/C(CC(CC(=O)[O-])O)O)C(C)C)N(S(=O)(=O)C)C (6E)-7-[4-(4-fluorophenyl)-6-isopropyl-2-[methyl(methylsulfonyl)amino]pyrimidin-5-yl]-3,5-dihydroxy-6-heptenoate